naphthalen-3-olate C1=CC(=CC2=CC=CC=C12)[O-]